6,6',6''-(2,4,6-trimethylbenzene-1,3,5-triyl)tris(2-naphthalenecarboxylate) CC1=C(C(=C(C(=C1C=1C=C2C=CC(=CC2=CC1)C(=O)[O-])C)C=1C=C2C=CC(=CC2=CC1)C(=O)[O-])C)C=1C=C2C=CC(=CC2=CC1)C(=O)[O-]